7-(6-methoxypyridazin-3-yl)-4-oxo-3,4-dihydroquinazolin COC1=CC=C(N=N1)C1=CC=C2C(NC=NC2=C1)=O